n-tetracosyl decyl ether C(CCCCCCCCC)OCCCCCCCCCCCCCCCCCCCCCCCC